(3S,4S) or (3R,4R)-4-(4-{2-[(1-cyclopropyl-5-methyl-1H-pyrazol-4-yl)amino]-6-methylquinazolin-7-yl}piperidin-1-yl)-4-methyloxolan-3-ol C1(CC1)N1N=CC(=C1C)NC1=NC2=CC(=C(C=C2C=N1)C)C1CCN(CC1)[C@@]1([C@@H](COC1)O)C |o1:27,28|